Decane-1-carboxylic acid tert-butyl ester hydrochloride Cl.C(C)(C)(C)OC(=O)CCCCCCCCCC